ethyl (E)-3-(4-(sec-butoxy)-2-methylphenyl)but-2-enoate C(C)(CC)OC1=CC(=C(C=C1)/C(=C/C(=O)OCC)/C)C